5-(4-((1S,2S)-2-(difluoromethyl)cyclopropyl)pyrrolo[2,1-f][1,2,4]triazin-2-yl)pyrimidine-2,4(1H,3H)-dione FC([C@@H]1[C@H](C1)C1=NC(=NN2C1=CC=C2)C=2C(NC(NC2)=O)=O)F